5-[(benzyloxy)methoxy]-6-bromo-2,3-dihydro-1H-indene-4-carbaldehyde C(C1=CC=CC=C1)OCOC1=C(C=2CCCC2C=C1Br)C=O